FC1=C(C=C(C=C1)C1=CC=CC=C1)N 4-Fluoro-[1,1'-biphenyl]-3-amine